COC1=CC=C(CN(C2=CC(=C(C(=N2)C2=C(C=C3C(=NC(=NC3=C2F)F)N2CCC(CC2)C#N)Cl)C(F)(F)F)C)CC2=CC=C(C=C2)OC)C=C1 1-(7-(6-(bis(4-methoxybenzyl)amino)-4-methyl-3-(trifluoromethyl)pyridin-2-yl)-6-chloro-2,8-difluoroquinazolin-4-yl)piperidine-4-carbonitrile